C1(CC1)N1N=CC(=C1)[C@@H]1OCC[C@@H](C1)C1=NC(=C2C=C(C(=NC2=C1)C)OC)C1=C(C=C(C=C1)F)F 7-[(2R,4S)-2-(1-cyclopropylpyrazol-4-yl)tetrahydropyran-4-yl]-5-(2,4-difluorophenyl)-3-methoxy-2-methyl-1,6-naphthyridine